2-bromo-2-(4-oxocyclohexyl)acetic acid BrC(C(=O)O)C1CCC(CC1)=O